ClC1=CC=C(C=C1)C=1N=C(N2N=CN=C(C21)N)CC=2N=NN(C2)C2=C(C=CC=C2)F 5-(4-chlorophenyl)-7-{[1-(2-fluorophenyl)-1H-1,2,3-triazol-4-yl]methyl}imidazo[5,1-f][1,2,4]triazin-4-amine